hexanedioic acid C(CCCCC(=O)O)(=O)O